C1(CCC1)OC=1C=C2C(=NNC(C2=CC1)=O)CC1=CC(=C(C=C1)F)C(=O)N1CC=2N(CC1)N=C(C2)CO 6-Cyclobutoxy-4-(4-fluoro-3-(2-(hydroxymethyl)-4,5,6,7-tetrahydropyrazolo[1,5-a]pyrazine-5-carbonyl)benzyl)phthalazin-1(2H)-one